7-(3,4,5-Trimethoxyphenyl)-1H-phenalen-1-one COC=1C=C(C=C(C1OC)OC)C1=C2C=CC=C3C=CC(C(C=C1)=C32)=O